C(C)C1=NC(=CC(C1OCC)=O)OCC 2-ethyl-3,6-diethoxypyridin-4-one